2-{4-[acetyl-(1,3-oxazol-2-ylmethyl)amino]piperidin-1-yl}-6-azaspiro[3.4]octane-6-carboxylic acid ethyl ester C(C)OC(=O)N1CC2(CC(C2)N2CCC(CC2)N(CC=2OC=CN2)C(C)=O)CC1